NC(C#N)C1=CN=C2N1C=CC=C2 2-amino-2-(imidazo[1,2-a]pyridin-3-yl)acetonitrile